ClC1=CC=NC2=C(C(=NC=C12)C(=O)OC)O methyl 4-chloro-8-hydroxy-1,6-naphthyridine-7-carboxylate